isocyanatopropyl-trimethoxysilane N(=C=O)CCC[Si](OC)(OC)OC